2-HYDROXY-5-METHYLPYRIDINE-4-BORONIC ACID OC1=NC=C(C(=C1)B(O)O)C